BrC=1C=C2C=CN(C(C2=CC1)=O)C(C)CC 6-bromo-N-sec-butylisoquinolin-1(2H)-one